NC=1C(=NC(=C(C1)OC)C1=CC=CC=2N(C=NC21)C)C#N 3-amino-5-methoxy-6-(1-methyl-1H-benzo[d]imidazol-4-yl)picolinonitrile